N-(1-(1H-indol-3-yl)hexane-2-yl)-6-(4-methylpiperazin-1-yl)benzo[d]thiazole-2-carboxamide N1C=C(C2=CC=CC=C12)CC(CCCC)NC(=O)C=1SC2=C(N1)C=CC(=C2)N2CCN(CC2)C